2-chloro-N-((1R,2R,4S)-7-cyano-7-azabicyclo[2.2.1]heptan-2-yl)-4-((3R)-3-cyano-1-piperidinyl)benzamide ClC1=C(C(=O)N[C@H]2[C@H]3CC[C@@H](C2)N3C#N)C=CC(=C1)N1C[C@@H](CCC1)C#N